C1=NC=C(C2=CC=CC=C12)[C@H](C)N (S)-1-(isoquinolin-4-yl)ethylamine